36-methyloctatriacontyl eicos-11-enoate C(CCCCCCCCCC=CCCCCCCCC)(=O)OCCCCCCCCCCCCCCCCCCCCCCCCCCCCCCCCCCCC(CC)C